4-isopropylbenzyl alcohol C(C)(C)C1=CC=C(CO)C=C1